(S)-2-amino-3-(4-(2-methoxypyridin-4-yl)phenyl)propanoic acid N[C@H](C(=O)O)CC1=CC=C(C=C1)C1=CC(=NC=C1)OC